NC=1C=2N(C3=CC(=C(C=C3N1)F)C(=O)N(C)[C@@H]1COC3=C1C=CC(=C3)C#C)C=NC2 (S)-4-amino-N-(6-ethynyl-2,3-dihydrobenzofuran-3-yl)-7-fluoro-N-methylimidazo[1,5-a]quinoxaline-8-carboxamide